2-Acetamido-2-deoxy-1,6-di-O-phosphono-beta-D-glucopyranose C(C)(=O)N[C@H]1[C@H](OP(=O)(O)O)O[C@@H]([C@H]([C@@H]1O)O)COP(=O)(O)O